O[C@@H](CCCNC(OC(C)(C)C)=O)C=1C=NC=CC1 tert-butyl (S)-(4-hydroxy-4-(pyridin-3-yl)butyl)carbamate